C(C1=CC=CC=C1)OC(=O)N1CCC(CC1)COC1=NC=CC(=C1)C(CC(=O)O)C1CC1 3-(2-((1-((benzyloxy)carbonyl)piperidin-4-yl)methoxy)pyridin-4-yl)-3-cyclopropylpropanoic acid